S1C(=NC2=C1C=CC=C2)NC2=C(C1=C(N=N2)N(CCC1)C=1SC(=C(N1)C(=O)O)CCCOC1=C(C=C(C=C1)I)F)C 2-[3-(1,3-Benzothiazol-2-ylamino)-4-methyl-6,7-dihydro-5H-pyrido[2,3-c]pyridazin-8-yl]-5-[3-(2-fluoro-4-iodo-phenoxy)propyl]thiazole-4-carboxylic acid